BrC1=NN(C2=CC=C(C=C12)C[C@H](C(=O)O)[C@@H]1CN(CC1)C(=O)OC(C)(C)C)COCC[Si](C)(C)C (2S)-3-(3-bromo-1-{[2-(trimethylsilyl)ethoxy]methyl}-1H-indazol-5-yl)-2-[(3R)-1-[(tert-butyloxy)carbonyl]pyrrolidin-3-yl]propanoic acid